C(C1=CC=CC=C1)OC(=O)NC1=CC=C(N=N1)N1CC(CC1)N1N=NC(=C1)C(=O)O 1-(1-(6-(((benzyloxy)carbonyl)amino)pyridazin-3-yl)pyrrolidin-3-yl)-1H-1,2,3-triazole-4-carboxylic acid